ClC1=C(C=CC(=C1)Cl)C=1CCCC2=C(C1C1=CC(=C(C=C1)CC1CN(C1)CCCF)F)C=CC=C2 8-(2,4-Dichlorophenyl)-9-(3-fluoro-4-((1-(3-fluoropropyl)azetidin-3-yl)methyl)phenyl)-6,7-dihydro-5H-benzo[7]annulen